CCCCCCCCCCCCCCCC/C=C\OC[C@H](COP(=O)([O-])OCC[N+](C)(C)C)OC(=O)CCCCC/C=C\C/C=C\C/C=C\C/C=C\CCCCC 1-(1Z-octadecenyl)-2-(7Z,10Z,13Z,16Z-docosatetraenoyl)-glycero-3-phosphocholine